C(C)(C)(C)OC(=O)N1C[C@H]([C@H](CC1)OC=C)F (3R,4S)-3-fluoro-4-(vinyloxy)piperidine-1-carboxylic acid tert-butyl ester